ClC1=CC=C(C=C1)N1N=C(C=C1)OCC1=C(C=CC=C1)[N+](=O)[O-] 2-[(N-p-chlorophenyl)-3-pyrazolyloxymethyl]nitrobenzene